BrC=1C(=C(C(=NC1)[N+](=O)[O-])OCC1=CC(=CC=C1)I)Cl 5-bromo-4-chloro-3-((3-iodobenzyl)oxy)-2-nitropyridine